C(C)(C)(C)C(CO)CO 2-tert-butyl-1,3-propylene glycol